tert-butyl (S)-2-((((9H-fluoren-9-yl)methoxy)carbonyl)(methyl)amino)-4-(3-methoxyphenyl)butanoate C1=CC=CC=2C3=CC=CC=C3C(C12)COC(=O)N([C@H](C(=O)OC(C)(C)C)CCC1=CC(=CC=C1)OC)C